C(#N)[C@H]1N(CSC1)C(CNC(=O)C1=CC=NC2=CC=C(C=C12)N1CC2(C1)CCCC2)=O (R)-N-(2-(4-cyanothiazolidin-3-yl)-2-oxoethyl)-6-(2-azaspiro[3.4]octane-2-yl)quinoline-4-carboxamide